C(#N)C(CCC(=O)OCC1=C(C=CC(=C1)OCC#C)[N+](=O)[O-])(C)SC(=S)C1=CC=CC=C1 2-nitro-5-(2-propynyloxy)benzyl 4-cyano-4-(phenylcarbonothioylthio)pentanoate